2-Benzyl-2-(dimethylamino)-1-[4-(4-morpholinyl)-phenyl]-1-butanon C(C1=CC=CC=C1)C(C(=O)C1=CC=C(C=C1)N1CCOCC1)(CC)N(C)C